C1(=CC=CC=C1)CC(=O)OC[C@H]1O[C@]([C@@H]([C@@H]1O)O)(C1=CC=C2C(=NC=NN21)NC(CCCC)=O)C#N ((2R,3S,4R,5R)-5-cyano-3,4-dihydroxy-5-(4-pentanamidopyrrolo[2,1-f][1,2,4]triazin-7-yl)tetrahydrofuran-2-yl)methyl 2-phenylacetate